(E)-N-(1-(2-(3-(hydroxyamino)-3-oxoprop-1-en-1-yl)phenyl)piperidin-4-yl)-2-(o-tolyloxy)nicotinamide ONC(/C=C/C1=C(C=CC=C1)N1CCC(CC1)NC(C1=C(N=CC=C1)OC1=C(C=CC=C1)C)=O)=O